9,9-bis(4-hydroxy-3-methylphenyl)-2,7-di(2-naphthyl)fluorene OC1=C(C=C(C=C1)C1(C2=CC(=CC=C2C=2C=CC(=CC12)C1=CC2=CC=CC=C2C=C1)C1=CC2=CC=CC=C2C=C1)C1=CC(=C(C=C1)O)C)C